eicosanoic acid, methyl ester C(CCCCCCCCCCCCCCCCCCC)(=O)OC